Phenyl butanesulfonate C(CCC)S(=O)(=O)OC1=CC=CC=C1